7-(trifluoromethyl)-1,8-naphthyridin-2(1H)-one FC(C1=CC=C2C=CC(NC2=N1)=O)(F)F